NCCCC[C@@H](C(=O)NCCCCCC(=O)OCC1=CC=CC=C1)NC([C@H](CCCCN)N)=O Benzyl 6-{(S)-6-amino-2-[(S)-2,6-diaminohexanamido]hexanamido}hexanoate